N4-cyclohexyl-N2-(2-methoxy-4-(1-methyl-1H-pyrazol-5-yl)phenyl)-7H-pyrrolo[2,3-d]pyrimidine-2,4-diamine C1(CCCCC1)NC=1C2=C(N=C(N1)NC1=C(C=C(C=C1)C1=CC=NN1C)OC)NC=C2